2-(5-chloro-3-fluoropyridin-2-yl)-2-methylpropanenitrile ClC=1C=C(C(=NC1)C(C#N)(C)C)F